5-chloro-N-((6-methoxy-1-methyl-1H-benzimidazol-7-yl)methyl)thiophene-3-carboxamide ClC1=CC(=CS1)C(=O)NCC1=C(C=CC2=C1N(C=N2)C)OC